6-amino-5-(3-methoxy-2,6-dimethyl-phenyl)-2-[1-(trifluoromethyl)cyclopropyl]pyrrolo[2,3-b]pyrazine-7-carboxamide NC1=C(C=2C(=NC=C(N2)C2(CC2)C(F)(F)F)N1C1=C(C(=CC=C1C)OC)C)C(=O)N